(2S,3R,5R)-3-(((2-(2-(3,4-dihydroxyphenyl)acetyl)hydrazinecarbonyl)oxy)methyl)-3-methyl-7-oxo-4-thia-1-azabicyclo[3.2.0]heptane-2-carboxylic acid 4,4-dioxide OC=1C=C(C=CC1O)CC(=O)NNC(=O)OC[C@]1([C@@H](N2C(C[C@H]2S1(=O)=O)=O)C(=O)O)C